FC=1C=C(C=CC1F)N1C=NNC1=O 4-(3,4-difluorophenyl)-1H-1,2,4-triazol-5-one